CN(C=1SC=2N=C(SC2N1)C1=NC=C(N=C1)C=1C=NNC1)C1CC(NC(C1)(C)C)(C)C N-methyl-5-[5-(1H-pyrazol-4-yl)pyrazin-2-yl]-N-(2,2,6,6-tetramethylpiperidin-4-yl)[1,3]thiazolo[5,4-d][1,3]thiazol-2-amine